COC(=O)C1[N+](C=C(C=C1)C(F)F)=O.S(N)(=O)(=O)C1=NNC=C1 sulfamoyl-pyrazole methyl-5-(difluoromethyl)-1-oxo-pyridin-1-ium-2-carboxylate